ClC=1C=C(NC=2C3=C(N=CN2)NC=C3C3CCN(CC3)C(C=C)=O)C=CC1OC(C)C=1N=CSC1 [4-[4-[3-chloro-4-(1-thiazol-4-ylethoxy)anilino]-7H-pyrrolo[2,3-d]pyrimidin-5-yl]-1-piperidyl]prop-2-en-1-one